(4aR,8aS)-6-[3-[4-(3-Fluoropropyl)phenyl]azetidine-1-carbonyl]-4,4a,5,7,8,8a-hexahydropyrido[4,3-b][1,4]oxazin-3-one FCCCC1=CC=C(C=C1)C1CN(C1)C(=O)N1C[C@@H]2[C@@H](OCC(N2)=O)CC1